O=C1NC(CCC1N1C(C2=CC(=CC(=C2C1=O)OCC(=O)O)OS(=O)(=O)C)=O)=O 2-[2-(2,6-dioxo-3-piperidyl)-6-methylsulfonyloxy-1,3-dioxo-isoindolin-4-yl]oxyacetic acid